NC1=NNC(C2=C1N(N=C2[C@@H]2CN(CCC2)C(C#CC)=O)C2=CC=C(C=C2)OC2=C(C=CC=C2)F)=O (S)-7-Amino-3-(1-(but-2-ynoyl)piperidin-3-yl)-1-(4-(2-fluorophenoxy)phenyl)-1,5-dihydro-4H-pyrazolo[3,4-d]pyridazin-4-on